p-tert-butoxyphenyl glycidyl ether C(C1CO1)OC1=CC=C(C=C1)OC(C)(C)C